FC(C1=C(C=CC(=C1)C(F)(F)F)CC1CCNCC1)(F)F 4-[[2,4-Bis(trifluoromethyl)phenyl]methyl]piperidine